2-(2-methoxypropane-2-yl)-N-(4-(methylsulfonyl)but-3-en-2-yl)-4-phenoxypyrimidine-5-carboxamide COC(C)(C)C1=NC=C(C(=N1)OC1=CC=CC=C1)C(=O)NC(C)C=CS(=O)(=O)C